benzyl (4-(4-chloro-5-iodo-7H-pyrrolo[2,3-d]pyrimidin-7-yl)bicyclo[2.2.1]heptan-1-yl)carbamate ClC=1C2=C(N=CN1)N(C=C2I)C21CCC(CC2)(C1)NC(OCC1=CC=CC=C1)=O